Sodium [(3S,10R,13R,17R)-17-[(1R)-5-hydroxy-1,5-dimethyl-hexyl]-10,13-dimethyl-2,3,4,7,8,9,11,12,14,15,16,17-dodecahydro-1H-cyclopenta[a]phenanthren-3-yl]sulfate OC(CCC[C@@H](C)[C@H]1CCC2C3CC=C4C[C@H](CC[C@@]4(C3CC[C@]12C)C)OS(=O)(=O)[O-])(C)C.[Na+]